FC(C1=NN=C(O1)C=1C=CC(=NC1)CN1C(N(C2=C1C=C(C(=C2)N2CCN(CC2)CC(F)(F)F)F)C)=O)F 1-((5-(5-(difluoromethyl)-1,3,4-oxadiazole-2-yl)pyridine-2-yl)methyl)-6-fluoro-3-methyl-5-(4-(2,2,2-trifluoroethyl)piperazine-1-yl)-1,3-dihydro-2H-benzo[d]imidazole-2-one